((1R,4R,7R)-7-amino-2-azabicyclo[2.2.1]heptan-2-yl)(2-(1-(cyclopropylmethyl)-7-(1H-pyrazol-3-yl)-1H-indol-2-yl)-7-methoxy-1-methyl-1H-benzo[d]imidazol-5-yl)methanone N[C@H]1[C@@H]2N(C[C@H]1CC2)C(=O)C2=CC1=C(N(C(=N1)C=1N(C3=C(C=CC=C3C1)C1=NNC=C1)CC1CC1)C)C(=C2)OC